N[C@@H](C(=O)N1CCN(CC1)C1=CC(=CC=C1)C(F)(F)F)C1=CC=CC=C1 (R)-2-amino-2-phenyl-1-(4-(3-(trifluoromethyl)-phenyl)piperazin-1-yl)ethan-1-one